ClC1=CC=C(C=C1)C1=NC(=NO1)C(C(=O)N)(C)C 2-[5-(4-chlorophenyl)-1,2,4-oxadiazol-3-yl]-2-methylpropanamide